ClC1=C(C=NC2=CC(=C(N=C12)OC)C)C(=O)OCC ethyl 4-chloro-6-methoxy-7-methyl-1,5-naphthyridine-3-carboxylate